B(O)(O)C=1C=CC=C2C=CN=CC12 8-boronoisoquinoline